C1(=CC=CC=C1)OS(=O)(=O)CC.NC1=NC=C(C2=C1C(=C(N2C)C2=C(C=C(C=C2)C=C(C(=O)N)C)F)Br)C#N 4-(4-amino-3-bromo-7-cyano-1-methyl-1H-pyrrolo[3,2-C]pyridin-2-yl)-3-fluorophenyl-methacrylamide phenyl-ethanesulfonate